rac-(4bR,6R,7S,7aR)-7a-(4-bromophenyl)-4b-hydroxy-4-methoxy-6-(morpholinosulfonyl)-7-phenyl-4b,6,7,7a-tetrahydro-5H-cyclopenta[4,5]furo[2,3-c]pyridin-5-one BrC1=CC=C(C=C1)[C@]12[C@](C3=C(C=NC=C3OC)O1)(C([C@@H]([C@H]2C2=CC=CC=C2)S(=O)(=O)N2CCOCC2)=O)O |r|